2-chloro-4-((4-hydroxyphenyl)amino)pyrimidine-5-carbonitrile ClC1=NC=C(C(=N1)NC1=CC=C(C=C1)O)C#N